(R)-cyclopentyl-(4-(piperidin-3-ylamino)-7H-pyrrolo[2,3-d]pyrimidin-5-yl)methanone hydrochloride Cl.C1(CCCC1)C(=O)C1=CNC=2N=CN=C(C21)N[C@H]2CNCCC2